BrC=1C=C(C(=NC1)C(=O)N1CC=2N=C(SC2C1)NC(=O)C=1C=NC(=CC1C1=CC(=NC=C1OC)Cl)C)OC N-(5-(5-bromo-3-methoxy-picolinoyl)-5,6-dihydro-4H-pyrrolo[3,4-d]thiazol-2-yl)-2'-chloro-5'-methoxy-6-methyl-[4,4'-bipyridine]-3-carboxamide